tetradecyl-ethoxysilane ethyl-E-glutamate C(C)N[C@@H](CCC(=O)O)C(=O)O.C(CCCCCCCCCCCCC)[SiH2]OCC